[N+](=O)([O-])C1=C(C=CC=C1)N1CCC(CC1)C(=O)O 1-(2-nitrophenyl)piperidine-4-carboxylic acid